Cl.N1C[C@H](CC1)NC1=CC=NC2=C(C=CC=C12)C(F)(F)F (S)-N-(pyrrolidin-3-yl)-8-(trifluoromethyl)quinolin-4-amine hydrochloride